4-[7-(1-Cyano-1-methyl-ethyl)-6-methoxy-imidazo[1,2-a]pyridin-3-yl]-N-cyclopropyl-2-(difluoromethoxy)-6-methoxy-benzamide C(#N)C(C)(C)C1=CC=2N(C=C1OC)C(=CN2)C2=CC(=C(C(=O)NC1CC1)C(=C2)OC)OC(F)F